N-{4-[1-(2,6-difluorobenzyl)-5-dimethylaminomethyl-3-(6-methoxypyridazin-3-yl)-2,4-dioxo-1,2,3,4-tetrahydrothieno[2,3-d]pyrimidin-6-yl]phenyl}-N,N'-dimethoxybiuret FC1=C(CN2C(N(C(C3=C2SC(=C3CN(C)C)C3=CC=C(C=C3)N(C(=O)N(C(=O)N)OC)OC)=O)C=3N=NC(=CC3)OC)=O)C(=CC=C1)F